C(C)N(C=1C2=C(N=CN1)C(=CS2)C)/N=C/C=2C=CC1=C(COB1O)C2 N-Ethyl-N-[(E)-(1-Hydroxy-3H-2,1-benzoxaborol-5-yl)methylenamino]-7-methyl-thieno[3,2-d]pyrimidin-4-amin